C(=O)(OCCCCCCCCCCCCCCCCCCCC)OOC(=O)OCCCCCCCCCCCCCCCCCCCC biseicosyl peroxydicarbonate